C(C)C1=CC=2C3(C4=CC(=CC=C4C2C=C1)CC)C1=CC(=CC=C1C=1C=CC(=CC13)CC)CC 2,2',7,7'-tetraethyl-9,9'-spirobifluorene